FC(C1=CC(=CS1)N1CCC2(C(N3[C@H](O2)CC[C@H]3C3=CC=CC=C3)=O)CC1)F (5'S,7a'R)-1-[5-(difluoromethyl)thiophen-3-yl]-5'-phenyltetrahydro-3'H-spiro[piperidine-4,2'-pyrrolo[2,1-b][1,3]oxazol]-3'-one